COC=1C=C(C=CC1OC)C=1N=C2N(C=CN=C2)C1NC1=CC=C(C(=O)NCC=2OC=CC2)C=C1 4-[[2-(3,4-dimethoxy-phenyl)imidazo[1,2-a]pyrazin-3-yl]amino]-N-(furan-2-ylmethyl)benzamide